Cl.COC1=C2C(CCOC2=CC=C1)CN (5-Methoxychroman-4-yl)methanamine hydrochloride